COC=1C=C(C=CC1OC)CC(C(=O)OC)C methyl 3-(3,4-dimethoxyphenyl)-2-methylpropionate